BrC=1C=C2C=C(C(N(C2=NC1)CC1=CC=C(C=C1)F)=O)C(=O)[O-] 6-bromo-1-[(4-fluorophenyl)methyl]-2-oxo-1,8-naphthyridine-3-carboxylate